3,3-dicyano-4-cyclohexyl-cyclopent-1-ene-1-carboxylic acid methyl ester COC(=O)C1=CC(C(C1)C1CCCCC1)(C#N)C#N